(3R,4S)-1-(1-((5-Chloropyrimidin-2-yl)methyl)-5-fluoro-1H-benzo[d]imidazol-2-yl)-4-methoxypiperidin-3-amin ClC=1C=NC(=NC1)CN1C(=NC2=C1C=CC(=C2)F)N2C[C@H]([C@H](CC2)OC)N